2-(5-amino-8-(furan-2-yl)-2-oxothiazolo[5,4-e][1,2,4]Triazolo[1,5-c]Pyrimidin-3(2H)-yl)acetaldehyde NC1=NC2=C(C=3N1N=C(N3)C=3OC=CC3)SC(N2CC=O)=O